CC1=NOC(=C1C=1C=CC(=NC1)NC([C@H](C1CCC(CC1)C)NC(=O)C1=CC=NN1CC)=O)C N-((S)-2-((5-(3,5-Dimethylisoxazol-4-yl)pyridin-2-yl)amino)-1-((1r,4S)-4-methylcyclohexyl)-2-oxoethyl)-1-ethyl-1H-pyrazole-5-carboxamide